C(C)(C)(C)C=1C=C(C=CC1)C(CN(C(OC(C)(C)C)=O)C)O tert-butyl N-[2-(3-tert-butylphenyl)-2-hydroxy-ethyl]-N-methyl-carbamate